N1N=C(C=C1)C#CC1=NC(=C2N=CN(C2=N1)[C@H]1[C@@H]([C@@H]([C@@]2(C[C@H]12)C(=O)NC)O)O)NC (1S,2R,3S,4R,5S)-4-(2-((1H-pyrazol-3-yl)ethynyl)-6-(methylamino)-9H-purin-9-yl)-2,3-dihydroxy-N-methylbicyclo[3.1.0]hexane-1-carboxamide